propyl 3,5-bis(trimethylsilyloxy)-4-hydroxybenzoate C[Si](OC=1C=C(C(=O)OCCC)C=C(C1O)O[Si](C)(C)C)(C)C